ClC=1C=C2C(=NC1)[C@]1([C@@](O2)([C@@H]([C@H]([C@@H]1O)CN1CCCC1)C1=CC=CC=C1)C1=CC=C(C#N)C=C1)O |r| rac-4-((5aR,6S,7S,8S,8aS)-3-chloro-8,8a-dihydroxy-6-phenyl-7-(pyrrolidin-1-ylmethyl)-6,7,8,8a-tetrahydro-5aH-cyclopenta[4,5]furo[3,2-b]pyridin-5a-yl)benzonitrile